C(CCCCCC)[Si]1(O[Si](O[Si](O[Si](O1)(C)CCCCCCC)(C)CCCCCCC)(C)CCCCCCC)C tetra-heptyl-tetramethyl-cyclotetrasiloxane